2-fluoro-2-(2,2,2-trifluoro-1,1-dihydroxyethyl)-2,3-dihydro-1H-indene-1-one FC1(C(C2=CC=CC=C2C1)=O)C(C(F)(F)F)(O)O